C1(CC1)C(=O)NC1=CC(=C(N=N1)C(=O)NC([2H])([2H])[2H])NC1=CC=CC=2C=3C(CN(C12)C)=CN(N3)C([2H])([2H])[2H] 6-(cyclopropanecarboxamido)-N-(methyl-d3)-4-((5-methyl-2-(methyl-d3)-4,5-dihydro-2H-pyrazolo[4,3-c]quinolin-6-yl)amino)pyridazine-3-carboxamide